BrC=1C=C2N(C=NC(=C2)C(=O)OCC)C1 ethyl 6-bromopyrrolo[1,2-c]pyrimidine-3-carboxylate